chloro-1,3-dimethylimidazole ClC1N(C=CN1C)C